(2,5-dioxopyrrolidin-1-yl) 5-bromonaphthalene-2-carboxylate BrC1=C2C=CC(=CC2=CC=C1)C(=O)ON1C(CCC1=O)=O